4-[(2S,4S)-4-[(cyclopropylmethyl)sulfanyl]-1-[(5-methoxy-7-methyl-1H-indol-4-yl)methyl]piperidin-2-yl]benzoic acid C1(CC1)CS[C@@H]1C[C@H](N(CC1)CC1=C2C=CNC2=C(C=C1OC)C)C1=CC=C(C(=O)O)C=C1